O.CC1=CC=C(C=C1)S(=O)(=O)O 4-methylbenzenesulfonic acid hydrate